ClC1=C(C=C(CNC(C(C)C)=O)C=C1)C=1NC(C=C(N1)C1=CC(=NC=C1)OCC1CC1)=O N-(4-chloro-3-{4-[(2-cyclopropylmethoxy)pyridin-4-yl]-6-oxo-1,6-dihydropyrimidin-2-yl}benzyl)isobutyramide